N1=C(N=CC=C1)NC(=O)C=1C=CC(=C2C=CC=NC12)NC1CCN(CC1)C(=O)OC(C)(C)C tert-butyl 4-((8-(pyrimidin-2-ylcarbamoyl)quinolin-5-yl)amino)piperidine-1-carboxylate